4-bromo-2-(1-hydrazono-2-methylpropyl)-1H-pyrrole BrC=1C=C(NC1)C(C(C)C)=NN